ethyl 3,6-dichloro-2-methoxybenzoate tosylate S(=O)(=O)(O)C1=CC=C(C)C=C1.ClC=1C(=C(C(=O)OCC)C(=CC1)Cl)OC